2-(7-(5-(chlorodifluoromethyl)-1,2,4-oxadiazol-3-yl)imidazo[1,2-a]pyridin-2-yl)-N-((2-methoxyethyl)(methyl)(oxo)-λ6-sulfaneylidene)acetamide ClC(C1=NC(=NO1)C1=CC=2N(C=C1)C=C(N2)CC(=O)N=S(=O)(C)CCOC)(F)F